4-(4-ethynylbenzyl)piperidin-4-ol C(#C)C1=CC=C(CC2(CCNCC2)O)C=C1